1-(4-fluorobenzyl)-1H-benzo[d]imidazol-4-amine FC1=CC=C(CN2C=NC3=C2C=CC=C3N)C=C1